[Si](C)(C)(C(C)(C)C)OC1CC(C1)(O)[2H] 3-((tert-butyldimethylsilyl)oxy)-cyclobutan-1-d-1-ol